((1H-indol-3-yl)methyl)-5-methyl-1H-indole N1C=C(C2=CC=CC=C12)CN1C=CC2=CC(=CC=C12)C